C1(CC1)C1=CC(=NN1)NC1=NC(=NC=C1)N1CC(CC1)OC(NC)=O (1-(4-((5-cyclopropyl-1H-pyrazol-3-yl)amino)pyrimidin-2-yl)pyrrolidin-3-yl)(methyl)carbamate